1-octadecyl-2-(9Z-pentadecenoyl)-glycero-3-phospho-(1'-sn-glycerol) CCCCCCCCCCCCCCCCCCOC[C@H](COP(=O)(O)OC[C@H](CO)O)OC(=O)CCCCCCC/C=C\CCCCC